Propane-2-sulfonic acid {4-[3-fluoro-4-(2-oxo-pyrrolidin-1-ylmethyl)-phenoxy]-tetrahydro-furan-3-yl}-amide FC=1C=C(OC2C(COC2)NS(=O)(=O)C(C)C)C=CC1CN1C(CCC1)=O